C1(=CC=C(C=C1)C=O)C=1C(=CC(=CC1)C=O)C1=CC=CC=C1 terphenyl-4,4'-dicarbaldehyde